CC(C)(C(C)C)O[Gd](OC(C)(C(C)C)C)OC(C)(C(C)C)C tris(2,3-dimethyl-2-butoxy)gadolinium(III)